N-[(E)-(1-Hydroxy-3H-2,1-benzoxaborol-5-yl)methylenamino]-N-methyl-2-methylsulfanyl-thiazolo[4,5-d]pyrimidin-7-amin OB1OCC2=C1C=CC(=C2)\C=N\N(C=2C1=C(N=CN2)N=C(S1)SC)C